N1(CCCC1)C1=NC2=CC=C(C=C2C=N1)C=O 2-(pyrrolidin-1-yl)quinazoline-6-carbaldehyde